ClC=1C=CC(=NC1COC)C=1N=NC=CC1 3-(5-chloro-6-(methoxymethyl)pyridin-2-yl)pyridazine